The molecule is a member of the class of 1,4-benzoquinones that is 1,4-benzoquinone in which three of the ring hydrogens are replaced by aziridin-1-yl groups. It has a role as an alkylating agent and an antineoplastic agent. It is a member of aziridines and a member of 1,4-benzoquinones. C1CN1C2=CC(=O)C(=C(C2=O)N3CC3)N4CC4